N,N'-(Bis-(1-methylimidazol-2-yl)-methyl)-ethylendiamin CN1C(=NC=C1)C(C=1N(C=CN1)C)NCCN